NC1=NC=2C=NC(=CC2C2=C1COC2)C(=O)N2[C@@H](COCC2)C2=C(C=C(C=C2)C(F)(F)F)F (4-amino-1,3-dihydrofuro[3,4-c][1,7]naphthyridin-8-yl)((3R)-3-(2-fluoro-4-(trifluoromethyl)phenyl)-4-morpholinyl)methanone